(2S,5R)-6-hydroxy-7-oxo-1,6-diazabicyclo[3.2.1]octane ON1[C@@H]2CCCN(C1=O)C2